3-Ethoxypropionaldehyde diethyl acetal C(C)OC(CCOCC)OCC